C1(CC1)C1=NN(C=N1)C1CC2(CN(C2)C(=O)N2CCC(CC2)CNS(=O)(=O)C2=CC=C(C=C2)C(F)(F)F)C1 N-[[1-[6-(3-cyclopropyl-1,2,4-triazol-1-yl)-2-azaspiro[3.3]heptane-2-carbonyl]-4-piperidyl]methyl]-4-(trifluoromethyl)benzenesulfonamide